C(C1=CC=CC=C1)OC(=O)N1CCC(CC1)C(O[Si](C(C)(C)C)(C)C)CNC(OC(C)(C)C)=O 4-(2,2,3,3,10,10-hexamethyl-8-oxo-4,9-dioxa-7-aza-3-silaundec-5-yl)piperidine-1-carboxylic acid benzyl ester